1-bromo-3-(pyridin-4-yl)propan-2-one ethyl-2-hydroxy-2-(1-methyl-1H-imidazol-2-yl)-3-nitropropionate C(C)OC(C(C[N+](=O)[O-])(C=1N(C=CN1)C)O)=O.BrCC(CC1=CC=NC=C1)=O